OC(=O)C(F)(F)F.FC1=CC=C(C=C1)C1=CC=C(C=C1)C1C(C1)NCC1CN(C1)CCCC1=CC=C(C(=O)NO)C=C1 4-(3-(3-(((2-(4'-fluoro-[1,1'-biphenyl]-4-yl)cyclopropyl)amino)methyl)azetidin-1-yl)propyl)-N-hydroxybenzamide TFA Salt